1-(4-bromophenyl)-3-[(4-methoxyphenyl)methyl]hexahydropyrimidine-2,4-dione BrC1=CC=C(C=C1)N1C(N(C(CC1)=O)CC1=CC=C(C=C1)OC)=O